1,3-Diethylpyridinium methansulfonat CS(=O)(=O)[O-].C(C)[N+]1=CC(=CC=C1)CC